benzyl-(6S)-5-theanyl-4,5,6,7-tetrahydro-3H-imidazo[4,5-c]pyridine C(C1=CC=CC=C1)C1=NC2=C(CN(CC2)C([C@@H](N)CCC(=O)NCC)=O)N1